C(C(C)C)S(=O)(=O)C1=C(OC2=C(C=C(C=C2)C2=NOC(=N2)CN2CN(C3(C2)CCNCC3)CCN3CCOCC3)C(F)(F)F)C=CC=C1 3-((3-(4-(2-(isobutylsulfonyl)phenoxy)-3-(trifluoromethyl)phenyl)-1,2,4-oxadiazol-5-yl)methyl)-1-(2-morpholinoethyl)-1,3,8-triazaspiro[4.5]decane